OC1=CC=CC=2C(N([C@H]3C=4N([C@@H](C21)C3)C3=C(N4)C=CC(=C3)C=3C=NC(=NC3)C(CC)O)C([2H])([2H])[2H])=O (7R,14R)-1-hydroxy-11-(2-(1-hydroxypropyl)pyrimidin-5-yl)-6-(methyl-d3)-6,7-dihydro-7,14-methanobenzo[f]benzo[4,5]imidazo[1,2-a][1,4]diazocin-5(14H)-one